(R)-2-(2-amino-2,3-dihydrospiro[indene-1,4'-piperidin]-1'-yl)-6-methylpyrimidine-4-carbonitrile N[C@@H]1CC2=CC=CC=C2C12CCN(CC2)C2=NC(=CC(=N2)C#N)C